methyl (Z)-1-(4-amino-2-fluoro-but-2-en-1-yl)-4-(3-(N-methylsulfamoyl) phenyl)-1H-benzo[d]imidazole-6-carboxylate hydrochloride Cl.NC\C=C(\CN1C=NC2=C1C=C(C=C2C2=CC(=CC=C2)S(NC)(=O)=O)C(=O)OC)/F